C(C)(C)(C)OC(N=C1CCCC12CCN(CC2)C2=NC(=C(N=C2Br)SC2=C(C(=NC=C2)Cl)Cl)C)=O (R)-(8-(3-bromo-5-((2,3-dichloropyridin-4-yl)thio)-6-methylpyrazin-2-yl)-8-azaspiro[4.5]Decyl-1-yl)carbamic acid tert-butyl ester